Heptanoic Acid (R)-tert-butyl-(8-(5-((2,3-dichlorophenyl)thio)-6-methyl-3-vinylpyrazin-2-yl)-8-azaspiro[4.5]decan-1-yl)carbamate C(C)(C)(C)N(C(O)=O)[C@@H]1CCCC12CCN(CC2)C2=NC(=C(N=C2C=C)SC2=C(C(=CC=C2)Cl)Cl)C.C(CCCCCC)(=O)O